(1-oxo-5-(((trans)-2-(3-(quinolin-4-yl)azetidin-1-yl)cyclopentyl)oxy)isoindolin-2-yl)piperidine-2,6-dione O=C1N(CC2=CC(=CC=C12)O[C@H]1[C@@H](CCC1)N1CC(C1)C1=CC=NC2=CC=CC=C12)N1C(CCCC1=O)=O